OC1=CC=C2C=C(C(OC2=C1)=O)C=1SC(=C(N1)C)C(=O)O 2-(7-hydroxy-2-oxo-2H-chromen-3-yl)-4-methyl-thiazole-5-carboxylic acid